N-(2-phenylethyl)methyl-acrylamide C1(=CC=CC=C1)CCNC(C(=C)C)=O